NC1=NC=CC(=C1)NC(=O)[C@@H]1O[C@]([C@H]([C@H]1C1=C(C(=C(C=C1)F)F)OC)C)(C(F)(F)F)C (2R,3S,4S,5R)-N-(2-Aminopyridin-4-yl)-3-(3,4-difluoro-2-methoxyphenyl)-4,5-dimethyl-5-(trifluoromethyl)tetrahydrofuran-2-carboxamide